biphenyl-4-formamide C1(=CC=C(C=C1)C(=O)N)C1=CC=CC=C1